Zinc Indium Tin Oxide [Sn]=O.[In].[Zn]